(S)-2-((2-(4-(Difluoromethyl)-2-oxooxazolidin-3-yl)-5,6-dihydrobenzo[f]imidazo[1,2-d][1,4]oxazepin-9-yl)amino)-2-methylpropanamide FC([C@H]1N(C(OC1)=O)C=1N=C2N(CCOC3=C2C=CC(=C3)NC(C(=O)N)(C)C)C1)F